2-(2-bromobenzylidene)hydrazine-carboximidamide BrC1=C(C=NNC(N)=N)C=CC=C1